2-isopropenyl-5-methyl-hex-4-enal C(=C)(C)C(C=O)CC=C(C)C